FC=1C=C(CN2C(NC(N=C2)=O)=O)C=C(C1)F 1-(3,5-difluorobenzyl)-1,3,5-triazine-2,4-dione